Lithium HexaMethylDiSilazid C[Si]([N-][Si](C)(C)C)(C)C.[Li+]